2-(4-chloro-6-(ethylamino)-1,3,5-triazin-2-ylamino)-2-methylpropanenitrile ClC1=NC(=NC(=N1)NCC)NC(C#N)(C)C